4-(3-nitrilopropionyloxy)benzoic acid N#CCC(=O)OC1=CC=C(C(=O)O)C=C1